8,8-dimethyl-7-oxo-2-(3-phenylpropioloyl)-2-azaspiro[3.5]non-5-ene-6-carbonitrile CC1(C(C(=CC2(CN(C2)C(C#CC2=CC=CC=C2)=O)C1)C#N)=O)C